tert-butyl-4-[[2-[5-(1-hydroxyethyl)-2-methoxyphenyl]acetyl]amino]pyridine-2-carboxamide C(C)(C)(C)C=1C(=NC=CC1NC(CC1=C(C=CC(=C1)C(C)O)OC)=O)C(=O)N